N'-{(7-benzyl-1,4,7-triazonane-1,4-diyl)bis[methylene(2-hydroxy-5-methyl-3,1-phenylene)]}bis[3-hydroxy-2-(hydroxymethyl)propanamide] C(C1=CC=CC=C1)N1CCN(CCN(CC1)CC=1C(=C(C=C(C1)C)C(C(=O)N)(CO)CO)O)CC=1C(=C(C=C(C1)C)C(C(=O)N)(CO)CO)O